Ethylhexylcaprat C(C)C(C([O-])=O)(CCCCCCCC)CCCCCC